methyl (S)-2-amino-3-(8-bromoquinolin-5-yl)propanoate N[C@H](C(=O)OC)CC1=C2C=CC=NC2=C(C=C1)Br